C(C)[NH2+]CCC N-ethylpropylammonium